(2S,3S)-3-(HYDROXYMETHYL)-N-METHOXY-N,2-DIMETHYLPENT-4-ENAMIDE OC[C@H]([C@@H](C(=O)N(C)OC)C)C=C